P(=O)([O-])([O-])O.[Mg+2] mono-magnesium phosphate